tert-butyl (S)-4-((4-(3-(6-(benzyloxy)-2-hydroxypyridin-3-yl)-7-fluoro-1-methyl-1H-indazol-6-yl)piperidin-1-yl)methyl)-3,3-dimethylpiperidine-1-carboxylate C(C1=CC=CC=C1)OC1=CC=C(C(=N1)O)C1=NN(C2=C(C(=CC=C12)C1CCN(CC1)C[C@@H]1C(CN(CC1)C(=O)OC(C)(C)C)(C)C)F)C